Hexahydropyrrolo[1,2-a]pyrazin C1C=2N(CCN1)CCC2